3-(benzyloxy)-2-bromo-6-(hydroxymethyl)-4H-pyran-4-one C(C1=CC=CC=C1)OC1=C(OC(=CC1=O)CO)Br